2-(2,5-dimethoxy-4-((trifluoromethyl)thio)phenyl)ethan-1-amine COC1=C(C=C(C(=C1)SC(F)(F)F)OC)CCN